COC1=C(C(=CC=C1)OC)N1C(=NN=C1C=1C=NC=C(C1)C)NS(=O)(=O)[C@H]([C@@H](C1=NC=C(C=N1)F)OCC)C (1R,2S)-N-(4-(2,6-dimethoxyphenyl)-5-(5-methyl-3-pyridinyl)-4H-1,2,4-triazol-3-yl)-1-ethoxy-1-(5-fluoro-2-pyrimidinyl)-2-propanesulfonamide